FC(C(=O)O)(F)F.CC=1SC=C(N1)C1[C@H]2CNC[C@@H]12 (1r,5s,6r)-6-(2-methyl-1,3-thiazol-4-yl)-3-azabicyclo[3.1.0]hexane trifluoroacetate